BrC1=C(N=C(C=2N1N=CC2)N2CCC1(CC2)[C@@H](C=2C(=NC=CC2)C1)NC(OC(C)(C)C)=O)C tert-butyl N-[(5S)-1'-(7-bromo-6-methyl-pyrazolo[1,5-a]pyrazin-4-yl)spiro[5,7-dihydrocyclopenta[b]pyridine-6,4'-piperidine]-5-yl]carbamate